ClC1=NC=CC(=N1)C=1C=CC2=C(N=CS2)C1 5-(2-chloropyrimidin-4-yl)benzo[d]thiazole